2-amino-3-(2,4-dichlorophenyl)propyl (aminocarbonyl)methylcarbamate NC(=O)CNC(OCC(CC1=C(C=C(C=C1)Cl)Cl)N)=O